C1(CC1)S(=O)(=O)N1N=CC(=C1)C1=NC=CC(=N1)NC1=NC=C(C(=C1)NC1CCC(CC1)O)C#CC1=CSC=C1 (1s,4s)-4-((2-((2-(1-(Cyclopropyl-sulfonyl)-1H-pyrazol-4-yl)pyrimidin-4-yl)amino)-5-(thiophen-3-ylethynyl)pyridin-4-yl)amino)cyclohexan-1-ol